[Cl-].[Cl-].CC1C(=CC2=CC=CC=C12)[Zr+2]C1(C(=C(C(=C1C)C)C)C)C (1-methylindenyl)(pentamethylcyclopentadienyl)zirconium dichloride